BrC1=CC(=C2C=C(C(NC2=C1)=O)C)OC 7-bromo-5-methoxy-3-methylquinolin-2(1H)-one